OC1CC(CCC1[C@@H]1CC(CC[C@H]1C(=C)C)C)CCCCC (1'R,6'R)-6-hydroxy-3'-methyl-4-pentyl-6'-(prop-1-en-2-yl)-[1,1'-bi(cyclohexane)]